OC1CCC(CC1)NC=C1C(CC(CC1=O)C1=CC=CC=C1)=O 2-(((4-hydroxycyclohexyl)amino)methylene)-5-phenylcyclohexane-1,3-dione